(3-Methylimidazo[4,5-c]pyridin-7-yl)boronic acid CN1C=NC2=C1C=NC=C2B(O)O